[Hf].CC1=C(C(=C(C1(CC1(C(=CC=2C1=CC=1CCCCC1C2)C)C)C)C)C)C Pentamethylcyclopentadienyl-dimethyl-(1-methyl-5,6,7,8-tetrahydro-1H-cyclopenta[b]naphthalene) hafnium